CC1(OB(OC1(C)C)[C@H]1C[C@H](CCC1)N1N=C(C=C1)S(=O)(=O)N)C 1-(cis-3-(4,4,5,5-tetramethyl-1,3,2-dioxaborolan-2-yl)cyclohexyl)-1H-pyrazole-3-sulfonamide